N-(5-(4-(8-Aminoimidazo[1,2-a]pyrazin-3-yl)-1H-pyrazol-1-yl)-2-fluoro-4-methyl-phenyl)-3-(trifluoromethyl)benzamide NC=1C=2N(C=CN1)C(=CN2)C=2C=NN(C2)C=2C(=CC(=C(C2)NC(C2=CC(=CC=C2)C(F)(F)F)=O)F)C